(tert-butoxy)-N1-((S)-3-methoxy-1-((naphthalen-1-ylmethyl)amino)-1-oxopropan-2-yl)succinamide C(C)(C)(C)OC(C(=O)N[C@H](C(=O)NCC1=CC=CC2=CC=CC=C12)COC)CC(=O)N